6-chloro-4-cyclopropyl-N,N-bis(4-methoxybenzyl)-5-(trifluoromethyl)pyridin-2-amine ClC1=C(C(=CC(=N1)N(CC1=CC=C(C=C1)OC)CC1=CC=C(C=C1)OC)C1CC1)C(F)(F)F